Bis{4-[ethyl-(2-hydroxyethyl) carbamoyl] benzyl} trithiocarbonate C(SCC1=CC=C(C=C1)C(N(CCO)CC)=O)(SCC1=CC=C(C=C1)C(N(CCO)CC)=O)=S